3-(5-(aminomethyl)thiophen-3-yl)-1,2,4-oxadiazol-5(4H)-one NCC1=CC(=CS1)C1=NOC(N1)=O